[Na+].[Na+].C(N(CC(=O)[O-])CC(=O)O)CN(CC(=O)O)CC(=O)[O-] Edetate disodium salt